C(C)(C)(C)OC(=O)N1CC(C(C1)C(C(=O)OC(C)(C)C)CC1=CC(=CC=C1)N)(F)F 4-[1-[(3-Aminophenyl)methyl]-2-tert-butoxy-2-oxoethyl]-3,3-difluoro-pyrrolidine-1-carboxylic acid tert-butyl ester